NCC1=CC(=C(C=N1)NC1C(NC(CC1)=O)=O)F 3-((6-(Aminomethyl)-4-fluoropyridin-3-yl)amino)piperidine-2,6-dione